4,5-diaminophthalimide NC=1C=C2C(C(=O)NC2=O)=CC1N